3-(3-methoxy-4-{[6-(nitrooxy)hexyl]oxy}phenyl)acrylic acid COC=1C=C(C=CC1OCCCCCCO[N+](=O)[O-])C=CC(=O)O